tert-butyl 5-[[2-hydroxy-5-(2-thienyl)phenyl]carbamoyl]isoindoline-2-carboxylate OC1=C(C=C(C=C1)C=1SC=CC1)NC(=O)C=1C=C2CN(CC2=CC1)C(=O)OC(C)(C)C